(Z)-6-((2,6-difluorobenzyl)sulfonyl)-2-(4-fluorobenzylidene)-2H-benzo[b][1,4]thiazin-3(4H)-one FC1=C(CS(=O)(=O)C2=CC3=C(S\C(\C(N3)=O)=C/C3=CC=C(C=C3)F)C=C2)C(=CC=C1)F